2,2'-azobis(2-methylpropionitril) N(=NC(C#N)(C)C)C(C#N)(C)C